FC(C(C(C(C(C(F)(F)F)(O)C(F)(F)F)(F)F)(O)C(F)(F)F)(O)C(F)(F)F)(F)F 1,1,1,4,4,6,6,6-octafluoro-2,3,5-tris(trifluoromethyl)-2,3,5-hexanetriol